O1CCC(=CC1)N1C=CC=2C1=NC(=C(N2)N2CCC1(CC2)CC2=CC=CC=C2[C@H]1N)C (3S)-1'-[5-(3,6-dihydro-2H-pyran-4-yl)-3-methyl-5H-pyrrolo[2,3-b]pyrazin-2-yl]-1,3-dihydrospiro[inden-2,4'-piperidin]-3-amine